N'-(2,6-dichloropyrimidin-4-yl)acetylhydrazine ClC1=NC(=CC(=N1)CC(=O)NN)Cl